[5-(4-fluoro-phenoxy)-4-methoxy-pyridin-2-yl]-methanone FC1=CC=C(OC=2C(=CC(=NC2)C=O)OC)C=C1